(S)-Methyl 2-(4-((5-((1-(3-isopropylphenyl)ethyl)carbamoyl)-2,3-dimethyl-1H-indol-1-yl)methyl)phenoxy)acetate C(C)(C)C=1C=C(C=CC1)[C@H](C)NC(=O)C=1C=C2C(=C(N(C2=CC1)CC1=CC=C(OCC(=O)OC)C=C1)C)C